C(C)C1=C(C(=CC=C1)C)NC(NC1=C(C=CC=C1C)CC)=S bis(2-ethyl-6-methylphenyl)thiourea